ClC1=C(OCC2=NC=CC(=C2)O[C@H]2CN(CC2)CC2=NC3=C(N2CC2=CN=CN2CC)C=C(C=C3)C(=O)O)C=CC(=C1)Cl 2-{[(3R)-3-({2-[(2,4-dichlorophenoxy)methyl]pyridin-4-yl}oxy)pyrrolidin-1-yl]methyl}-1-[(1-ethyl-1H-imidazol-5-yl)methyl]-1H-1,3-benzodiazole-6-carboxylic acid